C(#N)CC=1C=C(C=CC1)[C@H]1[C@@H](C1)C(=O)O |r| rac-(1R,2R)-2-(3-(cyanomethyl)phenyl)cyclopropane-1-carboxylic acid